2-(4-fluorophenyl)-N-[4-methyl-3-[[3-(9-tetrahydropyran-2-ylpurin-6-yl)-2-pyridyl]amino]phenyl]pyrazole-3-carboxamide FC1=CC=C(C=C1)N1N=CC=C1C(=O)NC1=CC(=C(C=C1)C)NC1=NC=CC=C1C1=C2N=CN(C2=NC=N1)C1OCCCC1